N-(2-(1-((2-(2,6-dioxopiperidin-3-yl)pyridin-4-yl)methyl)piperidin-4-yl)-6-(2-hydroxypropan-2-yl)-2H-indazol-5-yl)-6-(trifluoromethyl)nicotinamide O=C1NC(CCC1C1=NC=CC(=C1)CN1CCC(CC1)N1N=C2C=C(C(=CC2=C1)NC(C1=CN=C(C=C1)C(F)(F)F)=O)C(C)(C)O)=O